2-(4-(tert-butyl)phenyl)acetaldehyde C(C)(C)(C)C1=CC=C(C=C1)CC=O